2-(4-(trifluoromethyl)phenyl)Oxazole-4-carboxylic acid ethyl ester C(C)OC(=O)C=1N=C(OC1)C1=CC=C(C=C1)C(F)(F)F